C(C)(=O)C1=CC(=NC(=C1C)NC1=NNC(=C1)C)C[C@@]1(C[C@H](N(CC1)CC1=C(C(=CC=C1)Cl)F)C)C(=O)O (2R,4R)-4-((4-acetyl-5-methyl-6-((5-methyl-1H-pyrazol-3-yl)amino)pyridin-2-yl)methyl)-1-(3-chloro-2-fluorobenzyl)-2-methyl-piperidine-4-carboxylic acid